C(C)(C)(C)OC(N(CC)CCOC=1C=CC2=C(C(C=3NC4=CC(=CC=C4C3C2=O)C#N)(C)C)C1)=O [2-(3-Cyano-6,6-dimethyl-11-oxo-6,11-dihydro-5H-benzo[b]carbazol-8-yloxy)ethyl]ethyl-carbamic acid tert-butyl ester